BrC=1N=CC(=NC1)NC(C(CCC)C1=CC(=NC=C1)Cl)=O 2-(2-Chloro-pyridin-4-yl)-pentanoic acid (5-bromo-pyrazin-2-yl)-amide